N-[1-[(4-methoxyphenyl)methyl]-5-[5-(trifluoromethyl)-1H-benzimidazol-2-yl]pyrazol-3-yl]-6-morpholino-pyridine-3-carboxamide COC1=CC=C(C=C1)CN1N=C(C=C1C1=NC2=C(N1)C=CC(=C2)C(F)(F)F)NC(=O)C=2C=NC(=CC2)N2CCOCC2